1x-mercaptoethanol SC(C)O